C1OS2SC=CC2OC1 2-(ethylenedioxy)dithiol